ClC1=C(C(=CC=C1)Cl)N1C=2N(C3=C(C1=O)C=NC(=N3)NC3=CC(=C1C4(CN(CC1=C3)C)CC4)C)CCN2 6-(2,6-Dichlorophenyl)-2-((2',5'-dimethyl-2',3'-dihydro-1'H-spiro(cyclopropane-1,4'-isoquinolin)-7'-yl)amino)-8,9-dihydroimidazo[1,2-a]pyrimido[5,4-e]pyrimidin-5(6H)-one